FC(COC1=NC(=NN2C1=C(C=C2)C=2C=C1N=CC=NC1=CC2)NC2CCC(CC2)(O)C)F (1r,4r)-4-((4-(2,2-difluoroethoxy)-5-(quinoxalin-6-yl)pyrrolo[2,1-f][1,2,4]triazin-2-yl)amino)-1-methylcyclohexan-1-ol